C1(CCC1)CNCC=1NC2=CC(=CC=C2C1)CN1C(C2=CN=CC(=C2C=C1)N1CCC(CC1)(C)O)=O 2-[[2-[(cyclobutylmethylamino)methyl]-1H-indol-6-yl]methyl]-5-(4-hydroxy-4-methyl-1-piperidyl)-2,7-naphthyridin-1-one